C1(CC1)[C@@](C(F)(F)C1=C(C(=CC=C1)[C@@H](C)NC=1C2=C(N=C(N1)C)C=NC(=C2)P(=O)(C)C)F)(C)O (2R)-2-cyclopropyl-1-{3-[(1R)-1-{[6-(dimethylphosphoryl)-2-methylpyrido[3,4-d]pyrimidin-4-yl]amino}ethyl]-2-fluorophenyl}-1,1-difluoropropan-2-ol